1-oxo-4-(o-tolyl)-1,2-dihydroisoquinolin-7-yl-propanoic acid O=C1NC=C(C2=CC=C(C=C12)C(C(=O)O)C)C1=C(C=CC=C1)C